ClC1=C(CN2N=C(N=C2)C(=O)N[C@H]2C=3N(C4=C(CC2)C=CC=C4)C=NN3)C(=CC=C1)Cl |r| (±)-1-(2,6-Dichlorobenzyl)-N-(5,6-dihydro-4H-benzo[f][1,2,4]triazolo[4,3-a]azepin-4-yl)-1H-1,2,4-triazole-3-carboxamide